COC(=O)C1=NC(=C(C=C1N(C(=O)OC(C)(C)C)C(=O)OC(C)(C)C)C(F)(F)F)OC1=C(C=CC=C1)CC=C 6-(2-allylphenoxy)-3-[bis(t-butoxycarbonyl)amino]-5-(trifluoromethyl)pyridine-2-carboxylic acid methyl ester